OCCC(=C(C(=O)[O-])C)C 2-Hydroxyethylmethylmethacrylate